succinic acid 1-[2-(methacryloyloxy) ethyl] ester C(C(=C)C)(=O)OCCOC(CCC(=O)O)=O